nitrogen ((6-nitropyridin-3-yl)oxy)pyridine [N+](=O)([O-])C1=CC=C(C=N1)OC1=NC=CC=C1.[N]